2-[1-(Difluoromethyl)-1H-pyrazol-4-yl]-N-(2-hydroxy-2-methylpropyl)-3-oxo-6-[4-(trifluoromethyl)phenyl]-2,3-dihydropyridazine-4-carboxamide FC(N1N=CC(=C1)N1N=C(C=C(C1=O)C(=O)NCC(C)(C)O)C1=CC=C(C=C1)C(F)(F)F)F